7-hydroxy-5-methoxy-2,3-dihydro-1H-indene-4-carbaldehyde OC1=CC(=C(C=2CCCC12)C=O)OC